C1(CC1)S(=O)(=O)N1N=CC(=C1)C1=NC=CC(=N1)NC1=NC=C(C(=C1)NC(C)C)C#CCN1CCOCC1 N2-(2-(1-(Cyclopropylsulfonyl)-1H-pyrazol-4-yl)pyrimidin-4-yl)-N4-isopropyl-5-(3-morpholinoprop-1-yn-1-yl)pyridine-2,4-diamine